N-((1R)-3-cyano-3-azabicyclo[3.2.0]heptan-1-yl)-5-(2-(phenylthio)phenyl)thiazole-2-carboxamide C(#N)N1C[C@]2(CCC2C1)NC(=O)C=1SC(=CN1)C1=C(C=CC=C1)SC1=CC=CC=C1